2-((2S,6R)-2-(1-cyclopropyl-1H-pyrazol-4-yl)-6-methylmorpholino)-6-(2-fluoro-4-(trifluoromethyl)phenyl)-N,N-dimethyl-9H-purin-8-amine C1(CC1)N1N=CC(=C1)[C@@H]1O[C@@H](CN(C1)C1=NC(=C2N=C(NC2=N1)N(C)C)C1=C(C=C(C=C1)C(F)(F)F)F)C